CC1(CCC1)C(=O)N methyl-cyclobutanecarboxamide